C(C1=CC=CC=C1)NC(N(CCCC)CCCC)=O 3-benzyl-1,1-dibutylurea